3-amino-6-((1R,2S)-1'-(tert-butoxycarbonyl)-5'-methoxy-2'-oxospiro[cyclopropane-1,3'-indoline]-2-yl)-1H-indazole-1-carboxylic acid tert-butyl ester C(C)(C)(C)OC(=O)N1N=C(C2=CC=C(C=C12)[C@@H]1C[C@@]12C(N(C1=CC=C(C=C21)OC)C(=O)OC(C)(C)C)=O)N